NC=1C=CC(=NC1)N1N=C(C(=C1)C1=CN=C(N1C)C(=O)NC1=CC(=C(C=C1)C(=O)N1C[C@@H](NCC1)C(C)C)Cl)C(F)(F)F 5-[1-(5-amino-2-pyridyl)-3-(trifluoromethyl)pyrazol-4-yl]-N-[3-chloro-4-[(3S)-3-isopropylpiperazine-1-carbonyl]phenyl]-1-methylimidazole-2-carboxamide